(2S)-Hexyl 2-(((((2S,4R,5R)-5-(6-amino-2-fluoro-9H-purin-9-yl)-4-hydroxytetrahydrofuran-2-yl)methoxy)(phenoxy)phosphoryl)amino)propanoate NC1=C2N=CN(C2=NC(=N1)F)[C@H]1[C@@H](C[C@H](O1)COP(=O)(OC1=CC=CC=C1)N[C@H](C(=O)OCCCCCC)C)O